tert-butyl 1-(aminooxy)-4,4-difluorocyclohexane-1-carboxylate NOC1(CCC(CC1)(F)F)C(=O)OC(C)(C)C